[(1R)-3-[(1S)-2-[4-[5-[tert-butyl (dimethyl)silyl]oxy-1-tetrahydropyran-2-yl-indazol-3-yl]pyrimidin-2-yl]oxy-1-methyl-ethoxy]-1-methyl-propyl] methanesulfonate CS(=O)(=O)O[C@@H](CCO[C@H](COC1=NC=CC(=N1)C1=NN(C2=CC=C(C=C12)O[Si](C)(C)C(C)(C)C)C1OCCCC1)C)C